2-(6'-(Difluoromethyl)-5-fluoro-[3,4'-bipyridine]-2'-carbonyl)hydrazine-1-carboxylic acid tert-butyl ester C(C)(C)(C)OC(=O)NNC(=O)C1=NC(=CC(=C1)C=1C=NC=C(C1)F)C(F)F